(4-bromophenyl)benzofuran-6-formaldehyde BrC1=CC=C(C=C1)C=1OC2=C(C1)C=CC(=C2)C=O